CC(C(=O)OCC(COC(C(CCCCCC)(C)C)=O)COCC1=CC=CC=C1)(CCCCCC)C 2-((benzyloxy)methyl)propane-1,3-diyl bis(2,2-dimethyloctanoate)